CN(P(N(C)C)(N(C)C)=O)C Hexamethylphosphoric acid triamide